CC1(C2=C(NCO1)N=CN=C2)C 4,4-dimethyl-1,4-dihydro-2H-pyrimido[4,5-d][1,3]oxazine